(1-(iodomethyl)-2-oxabicyclo[2.1.1]hexane-4-yl)methanol ICC12OCC(C1)(C2)CO